methylnorbornenedicarboxylic acid CC1=C(C2(CCC1C2)C(=O)O)C(=O)O